tris[2-(1H-pyrazol-1-yl)-4-tert-butylpyridine] cobalt(III) [Co+3].N1(N=CC=C1)C1=NC=CC(=C1)C(C)(C)C.N1(N=CC=C1)C1=NC=CC(=C1)C(C)(C)C.N1(N=CC=C1)C1=NC=CC(=C1)C(C)(C)C